C(C)(C)(C)OC(=O)N=S(=O)(C)C=1OC2=C(C1)C=CC(=C2)C(=O)O 2-(N-tert-butoxycarbonyl-S-methyl-sulfonimidoyl)benzofuran-6-carboxylic acid